3-(Decyldimethyl-ammonio)-propane-sulfonate C(CCCCCCCCC)[N+](CCCS(=O)(=O)[O-])(C)C